NC1=NC=NC=2C3=C(CC(C12)(C)C)C(=C(C=C3)N3CCN(CC3)C)N(CCC#N)C 3-[[4-amino-5,5-dimethyl-8-(4-methylpiperazin-1-yl)-6H-benzo[H]quinazolin-7-yl]-methyl-amino]propionitrile